ClC=1C=C(C=CC1F)C(C=1NC(=C(N1)C)S(=O)(=O)C)OC[C@H]1[C@@H](CC1)C |r| 2-[(3-chloro-4-fluorophenyl)-[[rac-(1R,2R)-2-methylcyclobutyl]methoxy]methyl]-4-methyl-5-methylsulfonyl-1H-imidazole